((3-methylisoxazolo[5,4-d]pyrimidin-4-yl)amino)ethanol CC1=NOC2=NC=NC(=C21)NC(C)O